CC=1SC(=CN1)Br 2-methyl-5-bromothiazole